2-[5-(2,6-dimethyl-4-pyridyl)-6-isopropyl-4H-thieno[3,2-b]pyrrol-2-yl]-5-(4-piperidyl)-1,3,4-oxadiazole CC1=NC(=CC(=C1)C1=C(C2=C(N1)C=C(S2)C=2OC(=NN2)C2CCNCC2)C(C)C)C